[Si](C1=CC=CC=C1)(C1=CC=CC=C1)(C(C)(C)C)OCCCCCC(CC(=O)OCC)CCCCCCCCC ethyl 3-(5-((tert-butyldiphenylsilyl)-oxy)-pentyl)dodecanoate